C1(=CC=C(C=C1)C=CC1=CC=C(C=C1)C=1OC2=C(N1)C=C(C=C2)C(C)(C)C)C2=CC=CC=C2 2-[4-(2-[1,1'-biphenyl]-4-ylvinyl)phenyl]-5-tert-butylbenzooxazole